O-adipoyl-carnitine C(CCCCC(=O)O)(=O)OC(C[N+](C)(C)C)CC([O-])=O